N1(CC1)CCNS(=O)(=O)C1=CC(=CC=C1)C(=O)N1CCCCC1 N-(2-(aziridine-1-yl)ethyl)-3-(piperidine-1-carbonyl)benzenesulfonamide